C(C1=CC=CC=C1)OC1=CC=C(C=C1)C(C(C)N1CCOCC1)=O 1-(4-Benzyloxyphenyl)-2-(morpholin-4-yl)propan-1-one